FC1=C(C2=C(C=C(O2)CNC(=O)C=2C=NN3C2N=CC=C3)C=C1)C(=O)O 6-Fluoro-2-((pyrazolo[1,5-a]pyrimidine-3-carboxamido)methyl)benzofuran-7-carboxylic acid